FC1(CN(C1)S(=O)(=O)N1C[C@H](CCC1)C(=O)N1[C@H](CCC1)C(=O)NCC1=CC=C(C=C1)C(F)(F)F)C(F)(F)F 1-(((3S)-1-((3-fluoro-3-(trifluoromethyl)-1-azetidinyl)sulfonyl)-3-piperidinyl)carbonyl)-N-(4-(trifluoromethyl)benzyl)-D-prolinamide